C(C)(CC)N1N=CC=2N=C(N=C(C21)N[C@H](C)C=2N=C1N(C=CC(=C1)C)C2)N2CCN(CC2)C(=O)N 4-{1-sec-butyl-7-[(R)-1-(7-methyl-imidazo[1,2-a]pyridin-2-yl)-ethylamino]-1H-pyrazolo[4,3-d]pyrimidin-5-yl}-piperazine-1-carboxylic acid amide